(3S)-3-(5-chloro-2-methoxy-phenyl)-3-methyl-6-(trifluoromethyl)-1H-pyrrolo[3,2-b]pyridin-2-one ClC=1C=CC(=C(C1)[C@@]1(C(NC=2C1=NC=C(C2)C(F)(F)F)=O)C)OC